ClC=1C=C2C(=CN1)N(C(=C2)C=2C=NC=CC2OC2CC2)C 3-{5-chloro-1-methylpyrrolo[2,3-c]pyridin-2-yl}-4-cyclopropoxypyridine